ClC=1C=C(C=CC1)[C@H](C)N1N=C(C=C1C(=O)NC=1C=NNC1)C(=O)NC (S)-1-(1-(3-chlorophenyl)ethyl)-N3-methyl-N5-(1H-pyrazol-4-yl)-1H-pyrazole-3,5-dicarboxamide